NCC#CC=1C=C(C=CC1)NC(C1=C(C=C(C=C1)NC=1N=CC2=C(C3=C(C(=NC2)C2=C(C=CC=C2OC)F)C=C(C=C3)Cl)N1)OC)=O N-(3-(3-aminoprop-1-yn-1-yl)phenyl)-4-((9-chloro-7-(2-fluoro-6-methoxyphenyl)-5H-benzo[c]pyrimido[4,5-e]azepin-2-yl)amino)-2-methoxybenzamide